5,6-dichloro-pyridine-3-carbonitrile ClC=1C=C(C=NC1Cl)C#N